(1-[(1,3-diethyloxy-1,3-dioxopropan-2-ylideneaminooxy)-dimethylamino-morpholinomethylene])methanaminium hexafluorophosphate F[P-](F)(F)(F)(F)F.C(C)OC(C(C(=O)OCC)=NOC(=C[NH3+])N1CC(OCC1)N(C)C)=O